(1-(7-(8-ethylnaphthalen-1-yl)-2-((tetrahydro-1H-pyrrolizin-7a(5H)-yl)methoxy)-5,6,7,8-tetrahydropyrido[3,4-d]pyrimidin-4-yl)piperidin-3-yl)-1,2-dihydro-3H-1,2,4-triazol-3-one C(C)C=1C=CC=C2C=CC=C(C12)N1CC=2N=C(N=C(C2CC1)N1CC(CCC1)N1NC(N=C1)=O)OCC12CCCN2CCC1